Rac-((4bS,5R,6R,7S,7aR)-7a-(4-bromophenyl)-4b,5-dihydroxy-4-methoxy-7-phenyl-4b,6,7,7a-tetrahydro-5H-cyclopenta[4,5]furo[2,3-c]pyridin-6-yl)(3,3-difluoropyrrolidin-1-yl)methanone BrC1=CC=C(C=C1)[C@]12[C@](C3=C(C=NC=C3OC)O1)([C@@H]([C@@H]([C@H]2C2=CC=CC=C2)C(=O)N2CC(CC2)(F)F)O)O |r|